C1(=CC=CC=C1)C1=CC(NC1)C(=O)N 4-phenyl-2,5-dihydro-1H-pyrrole-2-carboxamide